rac-N-[(4-cyclobutyl-2,5-dioxoimidazolidin-4-yl)methyl]-2-(4-fluorophenyl)-2H-1,2,3-triazole-4-carboxamide C1(CCC1)[C@@]1(NC(NC1=O)=O)CNC(=O)C1=NN(N=C1)C1=CC=C(C=C1)F |r|